C(C1=CC=CC=C1)N1CC(C1)C[C@H]1OC(OC1)(C)C (R)-1-benzyl-3-((2,2-dimethyl-1,3-dioxolan-4-yl)methyl)azetidine